O=C1N(CCC(N1)=O)C1=CC=C(C=N1)CN1CCC(CC1)C=1SC2=C(N1)C=C(C(=C2)NC(C2=CN=C(C=C2)C(F)(F)F)=O)C(C)(C)O N-(2-(1-((6-(2,4-dioxotetrahydropyrimidin-1(2H)-yl)pyridin-3-yl)methyl)piperidin-4-yl)-5-(2-hydroxypropane-2-yl)benzo[d]thiazol-6-yl)-6-(trifluoromethyl)nicotinamide